6-isopropyl-5-(8-methoxy-[1,2,4]triazolo[1,5-a]pyridin-6-yl)-1-((1R,4R)-4-(oxetan-3-ylamino)cyclohexyl)-1,3-dihydro-2H-benzo[d]imidazol-2-one C(C)(C)C=1C(=CC2=C(N(C(N2)=O)C2CCC(CC2)NC2COC2)C1)C=1C=C(C=2N(C1)N=CN2)OC